ClC=1C(=C(C(=NC1)NC)C)C chloro-N,3,4-trimethylpyridin-2-amine